COC=1C=C2C(=C(C=NC2=CC1)C(=O)N1CCN(CC1)S(=O)(=O)C)C1=CC=C(C=C1)C1(CC1)C#N 1-(4-(6-methoxy-3-(4-(methylsulfonyl)piperazine-1-carbonyl)quinolin-4-yl)phenyl)cyclopropane-1-carbonitrile